CC(CCCC(OCCCC)OC(CCCC(CC(CC(CC(CCC)C)C)C)C)OCCCC)CC(CC(CC(CCC)C)C)C 4,6,8,10-tetramethyltridecylbutoxymethyl ether